1-(2-fluoro-4-methyl-5-[(2,2,2-trifluoroethyl)sulfinyl]phenyl)-3-(trifluoromethyl)-1H-1,2,4-triazole-5-amine FC1=C(C=C(C(=C1)C)S(=O)CC(F)(F)F)N1N=C(N=C1N)C(F)(F)F